((1S,2S)-2-((E)-PROP-1-EN-1-YL)CYCLOPROPYL)METHANESULFONAMIDE C(=C\C)/[C@H]1[C@H](C1)CS(=O)(=O)N